N1C=CC2=CC(=CC=C12)C(CC1=NC(=NC(=N1)Cl)N[C@@H](CO)CC(C)C)C (2R)-2-((4-(2-(1H-indol-5-yl)propyl)-6-chloro-1,3,5-triazin-2-yl)amino)-4-methylpentan-1-ol